N-[2-(4-morpholinyl)-2-(2-thienyl)ethyl]imidazo[1,2-c]pyrimidin-5-amine N1(CCOCC1)C(CNC1=NC=CC=2N1C=CN2)C=2SC=CC2